p-methanesulfonamidobenzaldehyde CS(=O)(=O)NC1=CC=C(C=O)C=C1